[Bi].[Sn].[Ce].[La] lanthanum-cerium-tin-bismuth